C(C)(C)C1=C(OC=2C(=NC(=NC2)N)N)C=CC=C1 5-(2-Isopropyl-phenoxy)-pyrimidine-2,4-diamine